2-(5-(2-(3-(2-hydroxypropan-2-yl)-5-sulfamoylphenethyloxy)pyridin-4-yl)-2,3-dihydro-1H-inden-4-yl)acetic acid OC(C)(C)C=1C=C(CCOC2=NC=CC(=C2)C=2C(=C3CCCC3=CC2)CC(=O)O)C=C(C1)S(N)(=O)=O